The molecule is a linear copolymer macromolecule composed of homopolymeric blocks of 1->4-linked beta-D-mannuronic acid and alpha-L-guluronic acid residues, covalently linked together in different sequences or blocks. It has a role as a hematologic agent. It is a copolymer macromolecule, a heteroglycan and an exopolysaccharide. It is a conjugate acid of an alginate. [C@H]1([C@@H]([C@@H](OC([C@H]1O)C(=O)O)O)O)O